C(C)OC1(CC1)O[Si](C)(C)C (1-ethoxycyclopropyloxy)trimethylsilane